C(#N)C1=C(C=CC=C1)[C@@H]([C@H](C)C=1N(C(C(=C(N1)C(=O)NC=1C=NOC1)O)=O)C)C=1C=NN(C1)C(F)(F)F 2-((1r,2s)-1-(2-cyanophenyl)-1-(1-(trifluoromethyl)-1H-pyrazol-4-yl)propan-2-yl)-5-hydroxy-N-(isoxazol-4-yl)-1-methyl-6-oxo-1,6-dihydropyrimidine-4-carboxamide